OCCC(C(=O)N)CCCCCC\C=C/C[C@H](O)CCCCCC hydroxyethyl-ricinoleamide